C(C)(C)(C)C1CNCCC1C1=CC(=CC=2N(C(N(C21)C)=O)C2C(NC(CC2)=O)=O)F 3-Tert-butyl-4-[1-(2,6-dioxo-3-piperidyl)-6-fluoro-3-methyl-2-oxo-benzimidazol-4-yl]piperidine